imidazo[1,2-a]pyridine-6-methanol N=1C=CN2C1C=CC(=C2)CO